α-tert-butyl-D-glycine C(C)(C)(C)[C@@H](N)C(=O)O